Diethylmethylpropylammonium C(C)[N+](CCC)(C)CC